(3a,5a)-3-hydroxy-3-methyl-pregnan O[C@]1(C[C@@H]2CC[C@H]3[C@@H]4CC[C@H](CC)[C@]4(CC[C@@H]3[C@]2(CC1)C)C)C